2-(azetidin-3-yl)-5-methoxyoxazole tert-butyl-((2-(((1S*,2S*)-2-(2-((4,4-difluorocyclohexyl)amino)ethyl)cyclohexyl)oxy)-4-methylphenyl)sulfonyl)-L-prolinate C(C)(C)(C)[C@@]1(N(CCC1)S(=O)(=O)C1=C(C=C(C=C1)C)O[C@@H]1[C@@H](CCCC1)CCNC1CCC(CC1)(F)F)C(=O)O.N1CC(C1)C=1OC(=CN1)OC |o1:20,21|